C1COC(CC=CC)O1 3-pentenal ethylene acetal